CC(C)(C)OC(=O)NC1=C(C(=C(C(=C1)[N+](=O)[O-])C(=O)C1=C(C=CC(=C1)F)Cl)Br)NCC1=C(C=C(C=C1)OC)OC.FC=1C=C(C=C2C=CC=NC12)C(C)=O 1-(8-fluoro-6-quinolinyl)ethanone 2-methylpropan-2-yl-({3-bromo-4-[(2-chloro-5-fluorophenyl)carbonyl]-2-{[(2,4-dimethoxyphenyl)methyl]amino}-5-nitrophenyl}amino)methanoate